8-(3-chloro-2-(trifluoromethyl)phenyl)-9-(4-((1-(3,3,3-trifluoropropyl)azetidin-3-ylidene)methyl)phenyl)-6,7-dihydro-5H-benzo[7]annulene-3-carboxylic acid ClC=1C(=C(C=CC1)C=1CCCC2=C(C1C1=CC=C(C=C1)C=C1CN(C1)CCC(F)(F)F)C=CC(=C2)C(=O)O)C(F)(F)F